CC=1C=CC=C2C(=C(NC12)C(=O)O)C=1C=NC=CC1 7-methyl-3-(pyridin-3-yl)-1H-indole-2-carboxylic acid